O1[C@@H]([C@@H](O)C(=O)C=2C(O)=CC(O)=CC12)C1=CC(O)=C(O)C=C1 (2R,3R)-di-hydroquercetin